CN1CCC(CC1)NC1=C2C=C(N(C2=CC=C1)CC(F)(F)F)C1=NN(C(=C1)C(C1=CC=CC=C1)NC(OC(C)(C)C)=O)COCC[Si](C)(C)C tert-butyl ((3-(4-((1-methylpiperidin-4-yl)amino)-1-(2,2,2-trifluoroethyl)-1H-indol-2-yl)-1-((2-(trimethylsilyl)ethoxy)methyl)-1H-pyrazol-5-yl)(phenyl)methyl)carbamate